2-(5-chloro-2-imino-3-((1-phenethyl-1H-1,2,3-triazol-4-yl)methyl)-2,3-dihydro-1H-benzo[d]imidazol-1-yl)-1-(3,4-dichlorophenyl)ethan-1-ol ClC1=CC2=C(N(C(N2CC=2N=NN(C2)CCC2=CC=CC=C2)=N)CC(O)C2=CC(=C(C=C2)Cl)Cl)C=C1